COC(=O)C1CC2=C(NC3=CC=CC=C23)C(N1C(CCl)=O)C1=CC2=C(OCO2)C=C1 1-(1,3-benzodioxol-5-yl)-2-(chloroacetyl)-2,3,4,9-tetrahydro-1H-pyrido[3,4-b]indole-3-carboxylic acid methyl ester